N-(4-isocyanato-2-cyanophenyl)acrylamide N(=C=O)C1=CC(=C(C=C1)NC(C=C)=O)C#N